BrC=1C2=C(C=NC1)C=C(O2)C(=O)OCC ethyl 7-bromofuro[3,2-c]pyridine-2-carboxylate